FC(S(=O)(=O)[O-])(F)F.C(C)(C)(C)C1=[NH+]C=C(C(=C1)C)C(C)(C)C 2,5-di-tert-butyl-4-methylpyridinium trifluoromethanesulfonate